1-hydroxy-2-ethyl-2-hexene OCC(=CCCC)CC